ClC=1C(=CC2=C3N(N=C2C1)CC1(CO3)CC1)N 8'-chloro-2'H,4'H-spiro[cyclopropane-1,3'-[1,3]oxazino[3,2-b]indazole]-9'-amine